2-(2-fluoro-3-methoxy-6-(1H-1,2,3-triazol-1-yl)benzyl)isoindoline-1,3-dione FC1=C(CN2C(C3=CC=CC=C3C2=O)=O)C(=CC=C1OC)N1N=NC=C1